[Ru+2].ClC=1C(=C(C=CC1C)C(C)C)Cl dichloro(4-cymene) ruthenium (II)